ClC1=CNC2=CN=C(C=C21)CN (3-chloro-1H-pyrrolo[2,3-c]pyridin-5-yl)methanamine